ClC1=CC=C(CN(C(=O)C2=CC3=CC=CC=C3C=C2)C)C=C1 N-(4-chlorobenzyl)-N-methyl-2-naphthamide